(4-aminosulfonylphenyl)boronic acid NS(=O)(=O)C1=CC=C(C=C1)B(O)O